NC1=CC(=C(C=C1OC)N1CCC2(CCN(CC2)C(C(F)(F)F)=O)CC1)C=1C=NN(C1)C 1-(9-(4-amino-5-methoxy-2-(1-methyl-1H-pyrazol-4-yl)phenyl)-3,9-diazaspiro[5.5]undecane-3-yl)-2,2,2-trifluoroethane-1-one